C(CCC(=O)O)(=O)O.N1=C(C)C(O)=C(CO)C(CO)=C1 pyridoxine succinate